2-(1-benzyl-4,4-diethoxypiperidin-2-yl)acetonitrile C(C1=CC=CC=C1)N1C(CC(CC1)(OCC)OCC)CC#N